4-(4-((2-(4-isopropylthiophen-2-yl)-4,4-dimethylcyclohex-1-en-1-yl)methyl)piperazin-1-yl)benzoic acid methyl ester COC(C1=CC=C(C=C1)N1CCN(CC1)CC1=C(CC(CC1)(C)C)C=1SC=C(C1)C(C)C)=O